1-ethyl-2-(4-(p-dimethylaminophenyl)-1,3-butadienyl)-pyridinium perchlorat Cl(=O)(=O)(=O)[O-].C(C)[N+]1=C(C=CC=C1)C=CC=CC1=CC=C(C=C1)N(C)C